C[C@]12CC[C@H]3[C@@H](CC[C@H]4[C@H]([C@H](O[C@@H]([C@@]34OO1)O2)OC2CCN(C2)C(=O)[O-])C)C 4-(((3R,5aS,6R,8aS,9R,10S,12R,12aR)-3,6,9-trimethyldeca-hydro-12H-3,12-epoxy[1,2]dioxepino[4,3-i]isochromen-10-yl)oxy)pyrrolidin-1-carboxylat